2,2,14,14-tetramethyl-8-oxopentadecane CC(C)(CCCCCC(CCCCCC(C)(C)C)=O)C